C1(CC1)[C@]1(COC[C@H](O1)COC1=CC=C(C=C1)C=1C=C(C(NC1C(F)(F)F)=O)C(=O)N)COC 5-(4-(((2S,6R)-6-cyclopropyl-6-(methoxymethyl)-1,4-dioxan-2-yl)methoxy)phenyl)-2-oxo-6-(trifluoromethyl)-1,2-dihydropyridine-3-carboxamide